diazonin C1=CC=CNN=CC=C1